tert-butyl (S)-2-(((4-(6-(4-(3-chloropicolinamido)-4-methylpiperidin-1-yl)pyridin-3-yl)-3-cyanopyrazolo[1,5-a]pyridin-6-yl)oxy)methyl)morpholine-4-carboxylate ClC=1C(=NC=CC1)C(=O)NC1(CCN(CC1)C1=CC=C(C=N1)C=1C=2N(C=C(C1)OC[C@@H]1CN(CCO1)C(=O)OC(C)(C)C)N=CC2C#N)C